FC1=C(C#N)C=CC(=C1F)OCCO 2,3-difluoro-4-(2-hydroxyethoxy)benzonitrile